OC(C)C=1C(=NC(=CC1)C=1C=NN2C1C=CC(=C2)OC=2N=NC(=CC2)C)N2N=C1C(=C2C)CN(C1=O)C 2-[3-(1-hydroxyethyl)-6-[6-(6-methylpyridazin-3-yl)oxypyrazolo[1,5-a]pyridin-3-yl]pyridin-2-yl]-3,5-dimethyl-4H-pyrrolo[3,4-c]pyrazol-6-one